COC1=CC=C(C=C1)CN1CNCC12CCCCC2 [(4-methoxyphenyl)-methyl]-1,3-diazaspiro[4.5]decan